4'-((S)-2-(((2R,3R,4S,5R)-5-(6-amino-2-chloro-9H-purin-9-yl)-4-fluoro-3-hydroxytetrahydrofuran-2-yl)methoxy)-2-carboxy-2-(thiazol-4-yl)ethyl)-[1,1'-biphenyl]-4-carboxylic acid NC1=C2N=CN(C2=NC(=N1)Cl)[C@H]1[C@H]([C@@H]([C@H](O1)CO[C@@](CC1=CC=C(C=C1)C1=CC=C(C=C1)C(=O)O)(C=1N=CSC1)C(=O)O)O)F